(((tert-Butoxycarbonyl)amino)methyl)-1-(trans-3-hydroxycyclobutyl)-1H-pyrazole-5-carboxylic acid methyl ester COC(=O)C1=CC(=NN1[C@@H]1C[C@H](C1)O)CNC(=O)OC(C)(C)C